(5-aminopentyl)-N'-hydroxysuccinamide NCCCCCC(C(=O)N)CC(=O)NO